OC1=CC(=C(C=CC2=CC(C3C(C2C3)(C)C)=O)C=C1)OC 4-(4-hydroxy-2-methoxystyryl)-6,6-dimethylbicyclo[3.1.1]hept-3-en-2-one